rel-1,3-benzothiazol-2-yl{(3aS,4R,6aR)-4-[(6-chloro-3-pyridazinyl)amino]hexahydrocyclopenta[c]pyrrole-2(1H)-yl}methanone S1C(=NC2=C1C=CC=C2)C(=O)N2C[C@H]1[C@@H](C2)[C@@H](CC1)NC=1N=NC(=CC1)Cl |o1:13,14,16|